FC1=C(C=CC=C1)C1=NN(C=C1C=CC=1C=C(C(=O)O)C=CN1)C1=CC=CC=C1 2-(2-(3-(2-fluorophenyl)-1-phenyl-1H-pyrazol-4-yl)vinyl)isonicotinic acid